C1(CCCCC1)N1N=CC=2C=NC(=CC21)NC2=NC(=CC(=N2)N2CCNCC2)N2CCCC2 1-cyclohexyl-N-[4-(piperazin-1-yl)-6-(pyrrolidin-1-yl)pyrimidin-2-yl]-1H-pyrazolo[4,3-c]pyridin-6-amine